ClC1=C(C=C(C=C1)F)C1=CC=C(N=N1)CNC1[C@@H]2CN(C[C@H]12)CC1CCCCC1 (1R,5S,6s)-N-((6-(2-chloro-5-fluoro-phenyl)pyridazin-3-yl)methyl)-3-(cyclohexylmethyl)-3-azabicyclo[3.1.0]hexan-6-amine